[Cl-].[Cl-].C[SiH](C)[Hf+2](C1C=CC2=C(C=CC(=C12)C)C)C1C=CC2=C(C=CC(=C12)C)C dimethylsilylbis(4,7-dimethylindenyl)hafnium dichloride